phenyltetrahydropyrimidin-2(1H)-one C1(=CC=CC=C1)N1C(NCCC1)=O